tert-Butyl 5-(hydrazinecarbonyl)isoindoline-2-carboxylate N(N)C(=O)C=1C=C2CN(CC2=CC1)C(=O)OC(C)(C)C